6-(cyclopropylmethoxy)-5-(6-methyl-7-oxo-6,7-dihydro-1H-pyrrolo[2,3-c]pyridin-4-yl)pyridine-3-sulfonamide C1(CC1)COC1=C(C=C(C=N1)S(=O)(=O)N)C=1C2=C(C(N(C1)C)=O)NC=C2